5-chloro-2-methyl-N-((1r,4r)-4-((3-(6-(oxetan-3-ylamino)pyridin-3-yl)-2-oxo-2,3-dihydro-1H-benzo[d]imidazol-1-yl)methyl)cyclohexyl)nicotinamide ClC=1C=NC(=C(C(=O)NC2CCC(CC2)CN2C(N(C3=C2C=CC=C3)C=3C=NC(=CC3)NC3COC3)=O)C1)C